3-((3R,5S)-3-((5-(2-methoxypyrimidin-4-yl)-1H-pyrrolo[2,3-b]pyridin-4-yl)amino)-5-methylpiperidin-1-yl)-3-oxopropanenitrile COC1=NC=CC(=N1)C=1C(=C2C(=NC1)NC=C2)N[C@H]2CN(C[C@H](C2)C)C(CC#N)=O